(R or S)-1-(2,4-dichlorobenzyl)-3-(ethoxymethyl)-3-(4-fluorophenethyl)pyrrolidine ClC1=C(CN2C[C@](CC2)(CCC2=CC=C(C=C2)F)COCC)C=CC(=C1)Cl |o1:6|